3-(4-chlorothieno[2,3-b]pyridin-2-yl)-2-methyl-2,5-dihydro-1H-pyrrole-1-carboxylic acid benzyl ester C(C1=CC=CC=C1)OC(=O)N1C(C(=CC1)C1=CC=2C(=NC=CC2Cl)S1)C